(2R,4R)-1-(3-chloro-2-fluorobenzyl)-4-((3-fluoro-6-((5-methyl-1H-pyrazol-3-yl)amino)-4-(pyridazin-3-yl)pyridin-2-yl)methyl)-2-methylpiperidine-4-carboxylic acid ClC=1C(=C(CN2[C@@H](C[C@@](CC2)(C(=O)O)CC2=NC(=CC(=C2F)C=2N=NC=CC2)NC2=NNC(=C2)C)C)C=CC1)F